C=C(C)C=1N=C(SC1)C(C)=O 1-(4-(prop-1-en-2-yl)thiazol-2-yl)ethan-1-one